bis-(2,2,6,6-tetramethyl-4-piperidinyl)-dodecanoate CC1(NC(CC(C1)C(C(=O)[O-])(CCCCCCCCCC)C1CC(NC(C1)(C)C)(C)C)(C)C)C